(5-ethyl-8-(4-(trifluoromethoxy)phenyl)imidazo[1,2-a]pyridin-6-yl)methanamine C(C)C1=C(C=C(C=2N1C=CN2)C2=CC=C(C=C2)OC(F)(F)F)CN